tert-butyl N-[2-[(7-bromo-2-methyl-benzimidazol-1-yl)methyl]-3-[tert-butyl(dimethyl)silyl]oxy-propyl]carbamate BrC1=CC=CC2=C1N(C(=N2)C)CC(CNC(OC(C)(C)C)=O)CO[Si](C)(C)C(C)(C)C